CC(CCOC(CNCC1=CC=CC=C1)=O)CCC=C(C)C 3,7-dimethyloct-6-enyl-N-benzylglycinate